(S)-N-((3-(4-(4-(1,1-dioxidothietan-3-yl)piperidin-1-yl)-3-fluorophenyl)-2-oxooxazolidin-5-yl)methyl)thiophene-2-carboxamide O=S1(CC(C1)C1CCN(CC1)C1=C(C=C(C=C1)N1C(O[C@H](C1)CNC(=O)C=1SC=CC1)=O)F)=O